N-(methylsulfonyl)-2-nitro-5-(perfluorophenoxy)benzamide CS(=O)(=O)NC(C1=C(C=CC(=C1)OC1=C(C(=C(C(=C1F)F)F)F)F)[N+](=O)[O-])=O